ClC=1C(=NC2=CC(=C(N=C2C1N[C@@H](C)C1=C(C=CC(=N1)C#N)F)C=1C=NC(=CC1)P(=O)(C)C)F)C 6-[(1S)-1-({3-chloro-6-[6-(dimethylphosphoryl)pyridin-3-yl]-7-fluoro-2-methyl-1,5-naphthyridin-4-yl}amino)ethyl]-5-fluoropyridine-2-carbonitrile